3-(2-(2-aminoethoxy)ethoxy)propan-1-ol NCCOCCOCCCO